C(C1=CC=CC=C1)N1N=CC(=C1)NC(=O)C1CN(CCO1)C1=CC=C2C(=NNC2=C1)C(=O)NC 6-{2-[(1-benzyl-1H-pyrazol-4-yl)carbamoyl]morpholin-4-yl}-N-methyl-1H-indazole-3-carboxamide